N2,N4-bis(4,4-difluorocyclohexyl)-6-(6-(1,1-difluoroethyl)pyridin-2-yl)-1,3,5-triazine-2,4-diamine FC1(CCC(CC1)NC1=NC(=NC(=N1)NC1CCC(CC1)(F)F)C1=NC(=CC=C1)C(C)(F)F)F